OC(CN1C(C2=CC=CC=C2C1=O)=O)C1=CC=C(C=C1)C 2-(2-hydroxy-2-(p-tolyl)ethyl)isoindoline-1,3-dione